BrC1=CC(=CC2=CN(C=C12)C1(COC1)C)NC(CC1=C(C=CC=C1)Cl)=O N-(7-bromo-2-(3-methyloxetan-3-yl)isoindol-5-yl)-2-(2-chlorophenyl)acetamide